(4-aminobutyl)phenanthridinium NCCCCC1=CC=CC2=[NH+]C=C3C=CC=CC3=C12